ClC1=C2C=NNC(C2=CC=C1)=O 5-chlorophthalazin-1(2H)-one